ClC1=C(C=CC(=C1)Cl)N1N=C(C=C1)OC\C=C(/C(/C(=O)NC)=N\OC)\C (Z,2E)-5-[1-(2,4-dichlorophenyl)pyrazol-3-yl]oxy-2-methoxyimino-N,3-dimethyl-pent-3-enamide